C(C1=CC=CC=C1)ON=C1C2=CC=CC=C2C(C=2[NH+](CN(C21)C)C)=O (E) or (Z)-4-(benzyloxyimino)-1,3-dimethyl-9-oxo-4,9-dihydro-1H-naphtho[2,3-d]imidazolium